OC1CC(C1)N(CCCCCCCC(=O)N(CCCCCCCCCC)CCCCCCCCCC)CCCCCCCC(=O)N(CCCCCCCCCC)CCCCCCCCCC 8,8'-(((1r,3r)-3-hydroxycyclobutyl)azanediyl)bis(N,N-didecyloctanamide)